O=C1C(=C(C=NN1)NC(CCCN1C(C2=CC=C(C=C2C=C1)C1=NC=C(C=C1)C(F)(F)F)=O)C)C(F)(F)F 2-[4-[[6-oxo-5-(trifluoromethyl)-1H-pyridazin-4-yl]amino]pentyl]-6-[5-(trifluoromethyl)-2-pyridyl]isoquinolin-1-one